2-(4-{[2-(3-{[6-(1-cyano-1-methylethyl)pyridin-3-yl]amino}prop-1-yn-1-yl)-1-(2,2,2-trifluoroethyl)-1H-indol-4-yl]amino}piperidin-1-yl)acetamide C(#N)C(C)(C)C1=CC=C(C=N1)NCC#CC=1N(C2=CC=CC(=C2C1)NC1CCN(CC1)CC(=O)N)CC(F)(F)F